N-(1-(1-cyclopropyl-1H-benzo[d]imidazol-2-yl)piperidin-4-yl)-1-(2,2-difluoroethyl)-3-(3-fluorophenyl)-1H-indazol-6-amine C1(CC1)N1C(=NC2=C1C=CC=C2)N2CCC(CC2)NC2=CC=C1C(=NN(C1=C2)CC(F)F)C2=CC(=CC=C2)F